4-(7-methyl-6-((4-(methylsulfonyl)piperazin-1-yl)methyl)-2-(3-(m-tolyl)-1H-pyrazol-1-yl)thieno[3,2-d]pyrimidin-4-yl)morpholine CC1=C(SC2=C1N=C(N=C2N2CCOCC2)N2N=C(C=C2)C=2C=C(C=CC2)C)CN2CCN(CC2)S(=O)(=O)C